FC(C(C(C(S(=O)(=O)[O-])(F)F)(F)F)(F)F)(F)F.C1(=CC=CC=C1)[S+](C1=CC=C(C=C1)C1(OCCO1)C1=CC=C(C=C1)SC1=CC=CC=C1)C1=CC=CC=C1 Diphenyl-{4-[2-(4-phenylthiophenyl)-[1,3]dioxolan-2-yl]phenyl}sulfonium nonafluorobutanesulfonate